OC=1C=CC=NC1C 5-Hydroxy-6-methylpyridine